O=C1NN=C2N1C=CC=C2 3-oxo-2,3-dihydro-1,2,4-triazolo[4,3-a]pyridin